3-(cyanomethyl)benzoic acid methyl ester COC(C1=CC(=CC=C1)CC#N)=O